tert-butyl ((3R,4S)-1-(6-fluoro-1H-benzo[d]imidazol-2-yl)-4-hydroxypiperidin-3-yl)carbamate FC=1C=CC2=C(NC(=N2)N2C[C@H]([C@H](CC2)O)NC(OC(C)(C)C)=O)C1